(S)-2-Methyl-5-((1-methylazetidin-2-yl)methoxy)-N-(1-(7-(2,2,2-trifluoroethoxy)quinolin-5-yl)cyclopropyl)benzamide CC1=C(C(=O)NC2(CC2)C2=C3C=CC=NC3=CC(=C2)OCC(F)(F)F)C=C(C=C1)OC[C@H]1N(CC1)C